BrC1=C(C(=O)O)C=CC(=C1)N1C(CCC1=O)=O 2-Bromo-4-(2,5-dioxopyrrolidin-1-yl)benzoic acid